CO[Si](CCCC(C(=O)N)=C)(OC)OC 3-(trimethoxysilyl)propylacrylamide